(3S,10R,13S)-17-(4-nitro-1H-imidazol-1-yl)-10,13-dimethyl-2,3,4,7,8,9,10,11,12,13,14,15-dodecahydro-1H-cyclopenta[a]phenanthren-3-amine [N+](=O)([O-])C=1N=CN(C1)C1=CCC2C3CC=C4C[C@H](CC[C@@]4(C3CC[C@]12C)C)N